C(CCCCCCCCCCC)NCCCCCN N-dodecylpentane-1,5-diamine